NC1=NC(=CC(=N1)C=1C(=C(C#N)C=CC1)C)C=1N=NN(C1)CC1=CNC2=CC=C(C=C12)OC1CCCC1 3-(2-amino-6-(1-((5-(cyclopentyloxy)-1H-indol-3-yl)methyl)-1H-1,2,3-triazol-4-yl)pyrimidin-4-yl)-2-methylbenzonitrile